cis-N1,N1-dimethyl-N3-(5-(1-methyl-1H-benzo[d][1,2,3]triazol-6-yl)pyrrolo[2,1-f][1,2,4]triazin-2-yl)cyclobutane-1,3-diamine CN([C@@H]1C[C@@H](C1)NC1=NN2C(C=N1)=C(C=C2)C=2C=CC1=C(N(N=N1)C)C2)C